NC=1C2=C(N=CN1)N(C(=C2C2=CC(=C(C=C2)OC2=NC=CC(=N2)C(F)F)F)C2=CC=C(C=C2)NC(C(=C)C)=O)C N-(4-(4-amino-5-(4-((4-(difluoromethyl)pyrimidin-2-yl)oxy)-3-fluorophenyl)-7-methyl-7H-pyrrolo[2,3-d]pyrimidin-6-yl)phenyl)methacrylamide